CC1NCC2=NNC(=C21)C(=O)N2CCC(CC2)C2=C(C=CC=C2)C(F)(F)F methyl-3-(4-(2-(trifluoromethyl)phenyl)piperidin-1-carbonyl)-4,6-dihydropyrrolo[3,4-c]pyrazol